3-methyl-8-(6-(3-(piperidin-1-yl)propoxy)pyridin-3-yl)-1-(tetrahydro-2H-pyran-4-yl)imidazo[1,5-a]quinoxaline CC=1N=C(N2C1C=NC1=CC=C(C=C21)C=2C=NC(=CC2)OCCCN2CCCCC2)C2CCOCC2